N[C@H](C(=O)O)CCN(CC1=C(C=CC=C1)OC1=CC=C(C=C1)OC)CC1=C(C=CC=C1)OCC1=CC=C(C=C1)Cl (S)-2-amino-4-((2-((4-chlorobenzyl)oxy)benzyl)(2-(4-methoxyphenoxy)benzyl)amino)butanoic acid